C(#N)C1(CCN(CC1)C(=O)OC(C)(C)C)CCOC tertbutyl 4-cyano-4-(2-methoxyethyl)piperidine-1-carboxylate